6-(cyclohexylamino)-2-[(2R)-3-(3,4-dihydro-1H-isoquinolin-2-yl)-2-hydroxy-propyl]-3,4-dihydroisoquinolin-1-one C1(CCCCC1)NC=1C=C2CCN(C(C2=CC1)=O)C[C@@H](CN1CC2=CC=CC=C2CC1)O